1-methoxy-3,6-dihydro-2H-pyridin-4-yl trifluoromethanesulfonate FC(S(=O)(=O)OC=1CCN(CC1)OC)(F)F